C1(=CC=CC=C1)C1=NC(=NC(=N1)C1=CC=CC=C1)C1=C(C=CC(=C1)C1=CC=2C3(C4=CC=CC=C4C2C=C1)CCCC3)C3=CC=CC=C3 2,4-diphenyl-6-(4-(spiro[cyclopentane-1,9'-fluoren]-2'-yl)-[1,1'-biphenyl]-2-yl)-1,3,5-triazine